[(6S,7R,8R)-8-benzyl-3-[(3-hydroxy-4-methoxy-pyridine-2-carbonyl)amino]-6-methyl-4,9-di-Oxo-1,5-dioxonan-7-yl] 2-methylpropanoate CC(C(=O)O[C@H]1[C@@H](OC(C(COC([C@@H]1CC1=CC=CC=C1)=O)NC(=O)C1=NC=CC(=C1O)OC)=O)C)C